N1C[C@H](CC1)S(=O)(=O)N1CCN(CC1)C1=NC=CC(=C1)C(F)(F)F (S)-1-(pyrrolidin-3-ylsulfonyl)-4-(4-(trifluoromethyl)pyridin-2-yl)piperazine